Cl.ClC=1C=C(C=CC1C(=O)N1CCN(CC1)C(=O)C1CCNCC1)NC(=O)C=1N(C(=CN1)C=1C(=NN(C1)CC#CCC)C(F)(F)F)C N-(3-chloro-4-(4-(piperidine-4-carbonyl)piperazine-1-carbonyl)phenyl)-1-methyl-5-(1-(pent-2-yn-1-yl)-3-(trifluoromethyl)-1H-pyrazol-4-yl)-1H-imidazole-2-carboxamide hydrochloride